ClC1=C(C=CC=C1)C=1NC(=C(N1)C1=CC=CC=C1)C1=CC=CC=C1 2-o-chlorophenyl-4,5-diphenyl-imidazole